racemic-aminopiperidine NN1CCCCC1